hydroxyethyl-l-glutamine OCCN[C@@H](CCC(N)=O)C(=O)O